C1(CCCC1)N(C(=O)OCC1=NOC=C1C1=CC=C(O[C@@H]2C[C@H](CCC2)C(=O)O)C=C1)C |r| (+/-)-(1S,3S)-3-(4-(3-(((cyclopentyl(methyl)carbamoyl)oxy)methyl)isoxazol-4-yl)phenoxy)cyclohexane-1-carboxylic acid